Methyl 4-(4-(1-(4-(5-chloro-2-(4-chloro-1H-1,2,3-triazol-1-yl)phenyl)-5-methoxy-2-oxopyridin-1(2H)-yl)propyl)-1H-1,2,3-triazol-1-yl)benzoate ClC=1C=CC(=C(C1)C1=CC(N(C=C1OC)C(CC)C=1N=NN(C1)C1=CC=C(C(=O)OC)C=C1)=O)N1N=NC(=C1)Cl